CC1(N(C(CCC1)(C)C)OC(C)C1=CC=CC=C1)C 2,2,6,6-Tetramethyl-1-(1-phenylethoxy)piperidin